COC(C1=C(C(=CC=C1)COC(C)=O)Br)=O Acetoxymethyl-2-bromo-benzoic acid methyl ester